C(=C)C=1C(NC(N([C@H]2[C@H](O)[C@H](O)[C@@H](CO)O2)C1)=O)=O 5-Vinyl-Uridine